BrC1=CC=C(C=C1)CC1CCN(CC1)C(=O)OC(C)(C)C tert-butyl 4-[(4-bromophenyl)methyl]piperidine-1-carboxylate